(S)-4-(cyclopropyl(4-(5,6,7,8-tetrahydro-1,8-naphthyridin-2-yl)butyl)amino)-2-((((S)-1-phenylethoxy)carbonyl)amino)butanoic acid C1(CC1)N(CC[C@@H](C(=O)O)NC(=O)O[C@@H](C)C1=CC=CC=C1)CCCCC1=NC=2NCCCC2C=C1